OCC1=CC=C(C=C1)NS(=O)(=O)C=1C=C(C=CC1OC)C1=C(N=C(S1)NC(=O)C1CCCC1)C N-[5-[3-[[4-(hydroxymethyl)phenyl]sulfamoyl]-4-methoxy-phenyl]-4-methyl-thiazol-2-yl]cyclopentanecarboxamide